BrC=1C=C(C=CC1)C1=NC(=NC(=N1)C1=CC2=CC=CC=C2C=C1)C1=CC=CC=C1 2-(3-bromophenyl)-4-(naphthalen-2-yl)-6-phenyl-1,3,5-triazine